3-(4-chlorophenyl)-N-[(1s,2r)-2-hydroxycyclohexyl]-6-oxo-6H-1,4'-bipyridazine-5-carboxamide ClC1=CC=C(C=C1)C1=NN(C(C(=C1)C(=O)N[C@@H]1[C@@H](CCCC1)O)=O)C1=CN=NC=C1